2-(3-(3-(4-ethylphenyl)ureido)-5-fluoro-1H-indol-1-yl)benzoic acid C(C)C1=CC=C(C=C1)NC(NC1=CN(C2=CC=C(C=C12)F)C1=C(C(=O)O)C=CC=C1)=O